N1C=NC2=C1C=CC(=C2)N2C(OC[C@@H]2C2=C(C(=C(C=C2)OCCC(F)F)F)F)=O (S)-3-(1H-benzo[d]imidazol-5-yl)-4-(4-(3,3-difluoropropoxy)-2,3-difluorophenyl)oxazolidin-2-one